(4-(3-methoxy-5-methyl-1H-pyrazol-1-yl)phenyl)methylamine COC1=NN(C(=C1)C)C1=CC=C(C=C1)CN